6-bromo-5-fluoro-2,3-dihydro-1,4-benzodioxin BrC1=C(C2=C(OCCO2)C=C1)F